C(C)C=1C2=C(SC1C#CC)C(=CC=C2)N[C@@H]2[C@H](CN(CC2)C)F 3-(3-ethyl-7-(((3S,4S)-3-fluoro-1-methylpiperidin-4-yl)amino)benzo[b]thiophen-2-yl)prop-2-yn